5-[4-[[(2R)-1-(2-fluoroethyl)azetidin-2-yl]methoxy]-2-methyl-pyrazol-3-yl]-N-(6-methylpyrimidin-4-yl)pyrazolo[1,5-a]pyridin-2-amine FCCN1[C@H](CC1)COC1=C(N(N=C1)C)C1=CC=2N(C=C1)N=C(C2)NC2=NC=NC(=C2)C